4-nitrophenyl 4-(4-amino-3-(4-phenoxyphenyl)-1H-pyrazolo(3,4-d)pyrimidin-1-yl)piperidine-1-carboxylate NC1=C2C(=NC=N1)N(N=C2C2=CC=C(C=C2)OC2=CC=CC=C2)C2CCN(CC2)C(=O)OC2=CC=C(C=C2)[N+](=O)[O-]